N-((1S,3R)-3-((2'-(benzyloxy)-3',6-difluoro-[1,1'-biphenyl]-3-yl)methyl)-3-(4-(hydroxymethyl)-5-methyloxazol-2-yl)cyclopentyl)methanesulfonamide C(C1=CC=CC=C1)OC1=C(C=CC=C1F)C1=CC(=CC=C1F)C[C@]1(C[C@H](CC1)NS(=O)(=O)C)C=1OC(=C(N1)CO)C